FC1=C2C3(CN(CC2=CC=C1C1(CC1)F)CC1=CC=C(C=C1)OC)CC3 5'-fluoro-6'-(1-fluorocyclopropyl)-2'-(4-methoxybenzyl)-2',3'-dihydro-1'H-spiro[cyclopropane-1,4'-isoquinoline]